C[SiH](C)[Hf](C1C=CC2=CC=CC=C12)C1C=CC2=CC=CC=C12 racemic-dimethylsilyl-bis(indenyl)hafnium